N1(C=NC2=C1C=CC=C2)C=2C=C(SC2)C(=O)NCCCC 4-(1H-benzo[d]imidazol-1-yl)-N-butylthiophene-2-carboxamide